ClC=1C=C(C=C(C1)Cl)C1=NC(=CC(=C1)CN1CC(CC1)OCC(=O)O)OC=1C=NC(=NC1)N1CCN(CC1)C 2-((1-((2-(3,5-dichlorophenyl)-6-((2-(4-methylpiperazin-1-yl)pyrimidin-5-yl)oxy)pyridin-4-yl)methyl)pyrrolidin-3-yl)oxy)acetic acid